BrC=1C=C(C=CC1)C(C(=O)N)(F)F 2-(3-bromophenyl)-2,2-difluoro-acetamide